FC1(CCC(CC1)[C@@H](C=1N=C2N(N=C(C=C2)CC2(C(NCCC2)=O)C(=O)OC)C1)NC(=O)C1=CC=NN1CC)F methyl 3-((2-((S)-(4,4-difluorocyclohexyl)(1-ethyl-1H-pyrazole-5-carboxamido)methyl)imidazo[1,2-b]pyridazin-6-yl)methyl)-2-oxopiperidine-3-carboxylate